(3R,4S)-4-fluoro-1-(4,4,4-trifluoro-3-hydroxy-3-methylbutanoyl)pyrrolidin F[C@H]1CCN(C1)C(C[C@@](C(F)(F)F)(C)O)=O